4-[5-(trifluoromethyl)thiophen-2-yl]benzaldehyde FC(C1=CC=C(S1)C1=CC=C(C=O)C=C1)(F)F